3-[4-[(E)-3-(4-Bromophenyl)-3-oxoprop-1-enyl]phenoxy]propanoic acid BrC1=CC=C(C=C1)C(/C=C/C1=CC=C(OCCC(=O)O)C=C1)=O